ClC1=CC=C(C=N1)C1(COCC1)O 3-(6-chloropyridin-3-yl)tetrahydrofuran-3-ol